COC1=C(C=C(C=N1)CN1C2CN(CC1C2)C2=CC=C(C=N2)C=2C=1N(C=C(C2)OCCN2CCOCC2)N=CC1C#N)C 4-(6-(6-((6-Methoxy-5-methylpyridin-3-yl)methyl)-3,6-diazabicyclo[3.1.1]hept-3-yl)pyridin-3-yl)-6-(2-morpholinylethoxy)pyrazolo[1,5-a]pyridine-3-carbonitrile